CCCCCC(=O)OCCC n-propyl n-hexanoate